tert-butyl (1-((3-(1-((5-(5-(difluoromethyl)-1,3,4-oxadiazol-2-yl)pyridin-2-yl)methyl)-1H-1,2,3-triazol-4-yl)phenyl)amino)-2-methyl-1-oxopropan-2-yl)carbamate FC(C1=NN=C(O1)C=1C=CC(=NC1)CN1N=NC(=C1)C=1C=C(C=CC1)NC(C(C)(C)NC(OC(C)(C)C)=O)=O)F